4-(3H-pyrazolo[4,3-f]quinolin-7-yl)benzamide C1=NNC=2C1=C1C=CC(=NC1=CC2)C2=CC=C(C(=O)N)C=C2